[Si](C1=CC=CC=C1)(C1=CC=CC=C1)(C(C)(C)C)OCC(C(O)C1=C(NC2=C(C=C(C=C12)F)F)C1=C(C=C(C=C1)F)O)(F)F 2-(3-{3-[(tert-butyldiphenylsilyl)oxy]-2,2-difluoro-1-hydroxypropyl}-5,7-difluoro-1H-indol-2-yl)-5-fluorophenol